(6-Bromo-2-ethyl-imidazo[1,2-a]pyridin-3-yl)-[3-(4-fluoro-phenyl)-[1,2,4]thiadiazol-5-yl]-amine BrC=1C=CC=2N(C1)C(=C(N2)CC)NC2=NC(=NS2)C2=CC=C(C=C2)F